N1CC(C1)N1CC2=CC=C(C=C2CC1)[N+](=O)[O-] 2-(azetidin-3-yl)-6-nitro-1,2,3,4-tetrahydroisoquinoline